ClC1=CC=C(C=C1)C(N1C[C@@H](N(C[C@@H]1C)C1=CC(N(C=2C=CC(=NC12)C#N)C)=O)C)C1=NC(=CC=C1)F |&1:13| 8-[(2S,SR)-4-[(4-chlorophenyl)(6-fluoropyridin-2-yl)methyl]-2,5-dimethylpiperazin-1-yl]-5-methyl-6-oxo-5,6-dihydro-1,5-naphthyridine-2-carbonitrile